FC=1C(=C(C=CC1F)[C@H]1[C@@H](O[C@]([C@H]1C)(C(F)(F)F)C)C(=O)NC1=CC(=[N+](C=C1)[O-])C(=O)N)OC (2R,3S,4S,5R)-4-[[3-(3,4-difluoro-2-methoxy-phenyl)-4,5-dimethyl-5-(trifluoromethyl)tetrahydrofuran-2-carbonyl]amino]-1-oxido-pyridin-1-ium-2-carboxamide